C(#N)[C@H](C)NC(C1=C(C=C(C=C1)C1=NC(=NC=C1C)NC=1C=NN(C1)C1CC1)F)=O (S)-N-(1-cyanoethyl)-4-(2-((1-cyclopropyl-1H-pyrazol-4-yl)amino)-5-methylpyrimidin-4-yl)-2-fluorobenzamide